C(C)(C)(C)OC(=O)N(CCC1=NC(=CC=C1[N+](=O)[O-])OC)CC1=C(C=CC=C1Cl)NC1=C(C(=O)OC)C=C(C(=C1)C(F)(F)F)F Methyl 2-((2-(((tert-Butoxycarbonyl)(2-(6-methoxy-3-nitropyridin-2-yl)ethyl)-amino)methyl)-3-chlorophenyl)amino)-5-fluoro-4-(trifluoromethyl)benzoate